NC1=C(C=C(N=N1)C1=C(C=CC=C1)O)N1CC2CCC(C1)N2C2=CN=NC(=C2)C#CCN2CCCCCC2 2-[6-amino-5-[8-[6-[3-(azepan-1-yl)prop-1-ynyl]pyridazin-4-yl]-3,8-diazabicyclo[3.2.1]octan-3-yl]pyridazin-3-yl]phenol